ClC=1C(=CC(=NC1)C#N)OC1=C(C=C(C=C1)N1N=CN(C1=O)CC1=C(C=CC=C1F)F)F 5-chloro-4-(4-(4-(2,6-difluorobenzyl)-5-oxo-4,5-dihydro-1H-1,2,4-triazol-1-yl)-2-fluorophenoxy)picolinonitrile